CC=1C=CC=C2C(=CNC12)C=C1N=C(OC1)C1=CC=CC=C1 4-((7-methyl-1H-indol-3-yl)methylene)-2-phenyl-oxazol